[N+](=O)([O-])C=1C=C(C(=O)NC2CCCC=3C4=CC=CC=C4C=CC23)C=C(C1)[N+](=O)[O-] 1-(3,5-dinitrobenzamido)tetrahydrophenanthrene